3'-(Cyclopropylmethoxy)-5-(3-phenoxybenzamido)-[1,1'-biphenyl]-3-carboxylic acid C1(CC1)COC=1C=C(C=CC1)C1=CC(=CC(=C1)NC(C1=CC(=CC=C1)OC1=CC=CC=C1)=O)C(=O)O